((7R)-7-Amino-2-azabicyclo[2.2.1]heptan-2-yl)(2-(1-(cyclopropylmethyl)-1H-pyrrolo[2,3-b]pyridin-2-yl)-4-methoxy-3-methylbenzofuran-6-yl)methanone N[C@H]1C2N(CC1CC2)C(=O)C2=CC1=C(C(=C(O1)C1=CC=3C(=NC=CC3)N1CC1CC1)C)C(=C2)OC